FC1=C(CC2=NOC(=N2)C(=O)N)C=CC=C1 2-fluorobenzyl-1,2,4-oxadiazole-5-carboxamide